FC1=C(C(=O)OC)C=CC=C1N1CCN(CC1)C methyl 2-fluoro-3-(4-methylpiperazin-1-yl)benzoate